3,3'-pentamethylenebis(5-hydroxy-1H-1,2,4-triazole) OC1=NC(=NN1)CCCCCC1=NNC(=N1)O